COC1=CC=C(C=N1)CCN[C@H](C1=CC=CC=C1)[C@H]1CNC2=C(N1)N=CC(=C2)C=2C=NN(C2)C 2-(6-methoxypyridin-3-yl)-N-((R)-((R)-7-(1-methyl-1H-pyrazol-4-yl)-1,2,3,4-tetrahydropyrido[2,3-b]pyrazin-3-yl)(phenyl)methyl)ethanamine